C1(CCCCC1)C[C@@H](C(=O)N[C@@H](C[C@H]1C(NCC1)=O)C(C(=O)NC1CC1)=O)NC(OC(CC1=CC(=CC=C1)Cl)C1=CC=CC=C1)=O 2-(3-chlorophenyl)-1-phenylethyl ((S)-3-cyclohexyl-1-(((S)-4-(cyclopropylamino)-3,4-dioxo-1-((S)-2-oxopyrrolidin-3-yl)butan-2-yl)amino)-1-oxopropan-2-yl)carbamate